tert-butyl 10-(((RS)-1-((2S,4R)-4-hydroxy-2-(((S)-1-(4-(4-methylthiazol-5-yl)phenyl) ethyl)carbamoyl)pyrrolidin-1-yl)-3,3-dimethyl-1-oxobutan-2-yl)amino)-10-oxodecanoate O[C@@H]1C[C@H](N(C1)C([C@@H](C(C)(C)C)NC(CCCCCCCCC(=O)OC(C)(C)C)=O)=O)C(N[C@@H](C)C1=CC=C(C=C1)C1=C(N=CS1)C)=O |&1:7|